COC1=C(C=CC=C1)C(/C(=C\C1=CC=CC=C1)/[N+](=O)[O-])=O (E)-1-(2-methoxyphenyl)-2-nitro-3-phenylprop-2-en-1-one